C(N)(=O)C1=C(C(=CC(=C1)Cl)C)NC(=O)C=1N(N=C(C1)CN1N=NN=C1C1=CC=C(C=C1)C(F)(F)F)C1=NC=CC=C1Cl N-(2-carbamoyl-4-chloro-6-methyl-phenyl)-2-(3-chloro-2-pyridyl)-5-[[5-[4-(trifluoromethyl)phenyl]tetrazol-1-yl]methyl]pyrazole-3-carboxamide